FC(C(=O)O)(F)F.N1C[C@@H](CCC1)NC(C)=O (R)-N-piperidin-3-yl-acetamide trifluoroacetate